OC=1C=C(C=C(C1)O)CC(C)=O (3,5-dihydroxyphenyl)acetone